CP(=O)(C)C=1C(C=C2C(N3C(NN2C1)COCC3)=O)=O 9-(dimethylphosphoryl)-3,4,12,12a-tetrahydro-1H-[1,4]oxazino[3,4-c]pyrido[2,1-f][1,2,4]triazine-6,8-dione